5-bromo-7-cyanoindoline tert-butyl-(R or S)-2-methyl-4-(5-((S)-3-methyl-2,6-dioxopiperidin-3-yl)pyridin-2-yl)piperazine-1-carboxylate C(C)(C)(C)OC(=O)N1[C@@H](CN(CC1)C1=NC=C(C=C1)[C@]1(C(NC(CC1)=O)=O)C)C.BrC=1C=C2CCNC2=C(C1)C#N |o1:8|